CC=1SC(=CN1)C(=O)N 2-methylthiazole-5-carboxamide